tert-butyl (7-methyl-1H-pyrrolo[3,2-b]pyridine-3-yl)carbamate CC1=C2C(=NC=C1)C(=CN2)NC(OC(C)(C)C)=O